C(C)(C)(C)OC(=O)N1CCC(CC1)(C)C(NC1=CN(C(C=C1)=O)C1CC1)=O 4-[N-(1-cyclopropyl-6-oxo-1,6-dihydropyridin-3-yl)carbamoyl]-4-methylpiperidine-1-carboxylic acid tert-butyl ester